CC=1C=C(N=NC1N[C@H]1CN(CCC1)C1CCOCC1)C1=C(C=C(C=C1)C(F)(F)F)NS(=O)(=O)C (R)-N-(2-(5-Methyl-6-((1-(tetrahydro-2H-pyran-4-yl)piperidin-3-yl)amino)pyridazin-3-yl)-5-(trifluoromethyl)phenyl)methanesulfonamide